ClC=1C(=CC(=C(C1)S(=O)(=O)NC=1SC=CN1)F)NCCCCNC[C@@H]1NCC2=CC=CC=C2C1 |o1:24| (R or S)-5-chloro-2-fluoro-4-({4-[(1,2,3,4-tetrahydroisoquinolin-3-ylmethyl)amino]butyl}amino)-N-1,3-thiazol-2-ylbenzenesulfonamide